(4-[dimethyl-(t-butyl)silyl]-tetrafluorophenyl)boron C[Si](C1=C(C(=C(C(=C1F)F)[B])F)F)(C(C)(C)C)C